(3aR,5aS,7R)-2,2,6,6,7,8,8-heptamethyl-3,3a,4,5,5a,6,7,8-octahydro-2H-indeno[4,5-b]furan CC1(C[C@@H]2C(O1)=C1C([C@@H](C([C@@H]1CC2)(C)C)C)(C)C)C